[N+](=O)([O-])C1CNCCC1C1=CC=CC=C1 3-nitro-4-phenyl-piperidine